(2S,4R,5S)-1-(2,4-Dichlorophenyl)-5-hydroxy-2,6,6-trimethylheptan ClC1=C(C=CC(=C1)Cl)C[C@H](CC[C@@H](C(C)(C)C)O)C